3-methyl-2-[2-(3-methyl-oxetan-3-yl)pyrazolo[3,4-b]pyridin-6-yl]-5-(trifluoromethyl)phenol CC=1C(=C(C=C(C1)C(F)(F)F)O)C=1C=CC=2C(N1)=NN(C2)C2(COC2)C